N,N'-dimethyl-N,N'-dibutyl-tetradecylmalonamide CN(C(C(C(=O)N(CCCC)C)CCCCCCCCCCCCCC)=O)CCCC